C1(CCC1)NC(C[C@H](CCN1CCCCC1)NC(=O)C1=NN(C(=C1)C1=C(C=CC=C1OC)F)C1CCCC1)=O (3S)-N-cyclobutyl-3-{[1-cyclopentyl-5-(2-fluoro-6-methoxyphenyl)-1H-pyrazol-3-yl]formamido}-5-(piperidin-1-yl)pentanamide